[W].[Mg] magnesium-tungsten